furanformyl sulfone O1C(=CC=C1)C(=O)S(=O)(=O)C(=O)C=1OC=CC1